ClC1=CC(=CN=N1)N1C2COCC1C2 6-(6-chloropyridazin-4-yl)-3-oxa-6-azabicyclo[3.1.1]heptane